ClC1=C(C=CC=C1F)[C@@H](OC1=NC(=NC=C1)C(=O)N[C@H](C)\C=C\S(=O)(=O)C)C1(COC1)F ((R)-(2-chloro-3-fluorophenyl)(3-fluorooxetan-3-yl)methoxy)-N-((R,E)-4-(methylsulfonyl)but-3-en-2-yl)pyrimidine-2-carboxamide